6-[[8-(2-chlorophenyl)-7-(4-chlorophenyl)-1-methyl-2,6-dioxopurin-3-yl]methyl]pyridine-3-sulfonamide ClC1=C(C=CC=C1)C1=NC=2N(C(N(C(C2N1C1=CC=C(C=C1)Cl)=O)C)=O)CC1=CC=C(C=N1)S(=O)(=O)N